6-Chloro-2-dimethylamino-4-methoxycarbonyloxy-1-acryloyloxynaphthalene ClC=1C=C2C(=CC(=C(C2=CC1)OC(C=C)=O)N(C)C)OC(=O)OC